2-amino-6-(4,4,5,5-tetramethyl-[1,3,2]dioxaborolan-2-yl)-benzonitrile NC1=C(C#N)C(=CC=C1)B1OC(C(O1)(C)C)(C)C